CC1=C(N=C(O1)C1=CC=CC=C1)C(COC1=CC=C(CC2C(NC(S2)=O)=O)C=C1)O 5-{4-[2-(5-methyl-2-phenyl-4-oxazolyl)-2-hydroxyethoxy]benzyl}-thiazolidine-2,4-dione